5-methyl-2-[5-(trimethoxysilyl)pentyl]-2H-tetrazole CC=1N=NN(N1)CCCCC[Si](OC)(OC)OC